C(C)(C)OC1=C(C=C(C=C1)C1=NC=NO1)C(F)(F)F 5-(4-isopropoxy-3-(trifluoromethyl)phenyl)-1,2,4-oxadiazole